COC(=O)C1(NCCC1)C 2-methylpyrrolidine-2-carboxylic acid methyl ester